ethyl P-(4-(5-(chlorodifluoromethyl)-1,2,4-oxadiazol-3-yl)-2-fluorobenzyl)-N-(2-fluorobenzyl)phosphonamidate ClC(C1=NC(=NO1)C1=CC(=C(CP(OCC)(=O)NCC2=C(C=CC=C2)F)C=C1)F)(F)F